C(C)(C)(C)C=1C=C(C=C(C1O)C(C)(C)C)/C=C(\C#N)/S(=O)(=O)C1=CC=C(C=C1)F (E)-3-(3,5-di-tert-butyl-4-hydroxyphenyl)-2-(4-fluoro-benzenesulfonyl)-acrylonitrile